ClC1=CC=C(C=C1)C1CC(C1)C(=O)O 3-(4-chlorophenyl)cyclobutane-1-carboxylic acid